O[C@@H]1C[C@@H]2N(CCN(C2)C(=O)OC(C)(C)C)C1 tert-butyl (7R,8aS)-7-hydroxyhexahydropyrrolo[1,2-a]pyrazine-2(1H)-carboxylate